C(C)N1C(NC2=CC(=CC=C2C1=S)CC1CCN(CC1)C=1C=CC(=NC1C)C(=O)NC)=O 5-(4-((3-ethyl-2-oxo-4-thioxo-1,2,3,4-tetrahydroquinazolin-7-yl)methyl)piperidin-1-yl)-N,6-dimethylpicolinamide